2-(2,4-dinitrophenyl-thio)benzothiazole [N+](=O)([O-])C1=C(C=CC(=C1)[N+](=O)[O-])SC=1SC2=C(N1)C=CC=C2